C(C)C1CN(C=2C=CC=C3C2N1C(=C3)C3=NC1=C(N3CC#C)C(=CC(=C1)C=O)OC)CCCO (2-(3-ethyl-1-(3-hydroxypropyl)-2,3-dihydro-1H-pyrrolo[1,2,3-de]quinoxalin-5-yl)-7-methoxy-1-(prop-2-yn-1-yl)-1H-benzo[d]imidazol-5-yl)methanone